FC1=C(C(=CC(=C1)C=O)F)N1N=C(C=C1)C=1C=CC(=C(C1)CNC(OC)=O)C methyl N-[[5-[1-(2,6-difluoro-4-formylphenyl)-1H-pyrazol-3-yl]-2-methyl-phenyl]methyl]carbamate